2-azido-1-(4-(tert-butoxy)phenyl)-2-fluoroethane-1-one N(=[N+]=[N-])C(C(=O)C1=CC=C(C=C1)OC(C)(C)C)F